3,5-bis(4-(2,5-dihydro-1H-pyrrol-3-yl)phenyl)-4-methyl-4H-1,2,4-triazole bistrifluoroacetic acid salt FC(C(=O)O)(F)F.FC(C(=O)O)(F)F.N1CC(=CC1)C1=CC=C(C=C1)C1=NN=C(N1C)C1=CC=C(C=C1)C=1CNCC1